CC(=C)CC(CC(CCC)C)C 2,4,6-trimethyl-1-nonene